FC=1C=C(C=CC1)NCSNC(CC(CCC=C(C)C)C)=O N-((3-fluorophenyl)aminomethylthio)-3,7-dimethyloct-6-enamide